diphenyltin bis(n-octylmaleate) C(CCCCCCC)/C(/C(=O)[O-])=C/C(=O)[O-].C(CCCCCCC)/C(/C(=O)[O-])=C/C(=O)[O-].C1(=CC=CC=C1)[Sn+4]C1=CC=CC=C1